C(C1=CC=CC=C1)O[C@]12[C@H](O[C@@H]3OC(O[C@@H]31)(C)C)[C@@H](OC2)CC2=CC=C3C=C(C(=NC3=C2)NCC2=C(C=C(C=C2)OC)OC)Br 7-(((3aR,4aR,5S,7aR,7bR)-7a-(benzyloxy)-2,2-dimethylhexahydrofuro[3',4':4,5]furo[2,3-d][1,3]dioxol-5-yl)methyl)-3-bromo-N-(2,4-dimethoxybenzyl)quinolin-2-amine